4-(3-bromo-4,5-dimethoxybenzyl)phthalazin-1(2H)-one BrC=1C=C(CC2=NNC(C3=CC=CC=C23)=O)C=C(C1OC)OC